C(C)(SCC1=C(C=C(C=C1)CO[Si](C)(C)C(C)(C)C)C)=O S-(4-(((tert-butyldimethylsilyl)oxy)methyl)-2-methylbenzyl) ethanethioate